C(C)(=O)N1CCP(CC1)(=O)C1=CC2=C(N=C(N=C2N[C@H](C)C2=C(C(=CC=C2)C(F)(F)F)C)C)C=N1 1-acetyl-4-[2-methyl-4-({(1R)-1-[2-methyl-3-(trifluoromethyl)phenyl]-ethyl}amino)pyrido[3,4-d]pyrimidin-6-yl]-1,4lambda5-azaphosphinan-4-one